C(C1=CC=CC=C1)N1C[C@@H](C([C@@H](C1)C)(O)C1=C(C=C(C=C1F)Cl)F)C (3S,4s,5R)-1-benzyl-4-(4-chloro-2,6-difluorophenyl)-3,5-dimethylpiperidin-4-ol